COCC1=NN2C(S1)=NC(=C2CN)C [2-(methoxymethyl)-6-methyl-imidazo[2,1-b][1,3,4]thiadiazol-5-yl]methylamine